FC1(CCC(CC1)C#CC1=CN(C2=NC=C(C=C21)NC(C=C)=O)C)F N-(3-((4,4-Difluorocyclohexyl)ethynyl)-1-methyl-1H-pyrrolo[2,3-b]pyridin-5-yl)acrylamide